C1(CC1)OC1=C(N)C=C(C(=C1)C1CC(N(CC1)C)OC)C 2-cyclopropoxy-4-(2-methoxy-1-methylpiperidin-4-yl)-5-methyl-aniline